(7S)-2-amino-N-((1-((6-(trifluoromethyl)pyridin-3-yl)methyl)-1H-pyrazol-4-yl)methyl)-N-(4,7,8-trimethyl-6-oxo-5,6,7,8-tetrahydropteridin-2-yl)acetamide NCC(=O)N(C1=NC=2N([C@H](C(NC2C(=N1)C)=O)C)C)CC=1C=NN(C1)CC=1C=NC(=CC1)C(F)(F)F